FC=1C=C(C=C2CCNC(C12)=O)O 8-fluoro-6-hydroxy-3,4-dihydro-2H-isoquinolin-1-one